CC1=C(C=CC=C1C)[NH+]1CCN(CC1)C(CN1N=C(C=2CCCCC12)C(=O)N1CCCC1)=O 1-[4-(2,3-dimethylphenyl)piperazin-4-ium-1-yl]-2-[3-(pyrrolidine-1-carbonyl)-4,5,6,7-tetrahydroindazol-1-yl]ethanone